NC=COC=CN aminovinyl ether